FC(OC1=CC=C(C=C1)N(C1CCN(CC1)[C@@H]1CC(N(C1)CC)=O)C=1C=NC=CC1OC)F (R)-4-{4-[(p-difluoromethoxyphenyl)(4-methoxy-3-pyridyl)amino]-1-piperidyl}-1-ethyl-2-pyrrolidinone